1-(4-(4-(5-(2,4,6-trichlorophenyl)-4,5-dihydroisoxazol-3-yl)thiazol-2-yl)piperidin-1-yl)-2-((4-(trifluoromethyl)pyrimidin-2-yl)oxy)ethan-1-one ClC1=C(C(=CC(=C1)Cl)Cl)C1CC(=NO1)C=1N=C(SC1)C1CCN(CC1)C(COC1=NC=CC(=N1)C(F)(F)F)=O